(S)-(3-((2-(3-amino-1,4-dimethyl-1H-pyrazol-5-yl)-5-fluoropyridin-4-yl)oxy)azetidin-1-yl)(5-(5-fluoropyridin-3-yl)-4,5-dihydro-1H-pyrazol-1-yl)methanone NC1=NN(C(=C1C)C1=NC=C(C(=C1)OC1CN(C1)C(=O)N1N=CC[C@H]1C=1C=NC=C(C1)F)F)C